tert-butyl ((1R,3S)-3-((5-chloro-4-(5-methyl-4,5,6,7-tetrahydropyrazolo[1,5-a]pyrazin-3-yl)pyridin-2-yl)carbamoyl)cyclohexyl)carbamate ClC=1C(=CC(=NC1)NC(=O)[C@@H]1C[C@@H](CCC1)NC(OC(C)(C)C)=O)C=1C=NN2C1CN(CC2)C